C[Si](C)(C)C#CC=1C(=CSC1)OCC1=CC=C(C=C1)CO [4-({4-[(trimethylsilyl)ethynyl]thiophen-3-yloxy}methyl)phenyl]methanol